(2R,3R,4S,5S,6S)-2-((8-chloroquinolin-2-yl) (2,2-difluorobenzo[d][1,3]dioxol-5-yl)amino)-6-(methoxycarbonyl)tetrahydro-2H-pyran-3,4,5-triyl triacetate C(C)(=O)O[C@H]1[C@@H](O[C@@H]([C@H]([C@@H]1OC(C)=O)OC(C)=O)C(=O)OC)N(C1=CC2=C(OC(O2)(F)F)C=C1)C1=NC2=C(C=CC=C2C=C1)Cl